methylnitrosourea CN(C(=O)N)N=O